C1(=CC=CC=C1)OC(N[C@H]1CCC=2C=3C1=C1C(=NC3C=C(C2C)F)C2=CC3=C(C(N2C1)=O)COC([C@]3(O)CC)=O)=O phenyl((1S,9S)-9-ethyl-5-fluoro-9-hydroxy-4-methyl-10,13-dioxo-2,3,9,10,13,15-hexahydro-1H,12H-benzo[de]pyrano[3',4':6,7]indolizino[1,2-b]quinolin-1-yl)carbamate